(R)-N-(5-((4-(1-Cyclopropyl-1H-indol-3-yl)-5-(oxazol-2-yl)pyrimidin-2-yl)amino)-2-(3-(dimethylamino)pyrrolidin-1-yl)-4-methoxyphenyl)acrylamide C1(CC1)N1C=C(C2=CC=CC=C12)C1=NC(=NC=C1C=1OC=CN1)NC=1C(=CC(=C(C1)NC(C=C)=O)N1C[C@@H](CC1)N(C)C)OC